C(C)(C)(C)OC(=O)N1CCN(CC1)C=1C=NC=2NC(C=C(C2C1)Cl)=O.C1NCC12CCC(CC2)NS(=O)(=O)C2=CC(=CC=C2)OC(F)(F)F N-(2-azaspiro[3.5]nonan-7-yl)-3-(trifluoromethoxy)benzenesulfonamide tert-butyl-4-(5-chloro-7-oxo-8H-1,8-naphthyridin-3-yl)piperazine-1-carboxylate